tert-butyl 4-[4-(hydroxymethyl) cyclohexoxy]piperidine-1-carboxylate OCC1CCC(CC1)OC1CCN(CC1)C(=O)OC(C)(C)C